dimethyl-(indenyl)dimethylsilyl-(3-n-propyl-cyclopentadienyl)hafnium C[Hf](C1C=C(C=C1)CCC)([Si](C)(C)C1C=CC2=CC=CC=C12)C